C(C)C1C2(C3=CC=CC=C3C1)CCC(CC2)=O ethyl-2',3'-dihydrospiro[cyclohexane-1,1'-indene]-4-one